4'-(trifluoromethyl)-[1,1'-biphenyl]-2-carbaldehyde FC(C1=CC=C(C=C1)C=1C(=CC=CC1)C=O)(F)F